NC=1C=2N(C(=CN1)C1=CCC(CC1)N(C(OC(C)(C)C)=O)C)C(=NC2C2=CC=C(C1=CC=CC=C21)CC(=O)NC2=CC(=CC=C2)OC)C(C)C tert-Butyl (4-(8-amino-3-isopropyl-1-(4-(2-((3-methoxyphenyl)amino)-2-oxoethyl)naphthalen-1-yl)imidazo[1,5-a]pyrazin-5-yl)cyclohex-3-en-1-yl)(methyl)carbamate